6-[4-[(S or R)-(4-Fluorophenyl)-(6-fluoro-3-pyridyl)methyl]piperidine-1-carbonyl]-4H-1,4-benzoxazin-3-one FC1=CC=C(C=C1)[C@H](C1CCN(CC1)C(=O)C=1C=CC2=C(NC(CO2)=O)C1)C=1C=NC(=CC1)F |o1:7|